FC1=C(C=CC(=C1)CN1C=NC(=C1)F)[C@@H]1[C@H](C1)C(=O)O (1S,2S)-2-(2-fluoro-4-((4-fluoro-1H-imidazol-1-yl)methyl)phenyl)cyclopropane-1-carboxylic acid